2-chloro-1,1,3,3,3-pentafluoroprop-1-ene ClC(=C(F)F)C(F)(F)F